2-amino-3-(6-oxo-1,6-dihydropyrimidin-4-yl)propanoic acid NC(C(=O)O)CC=1N=CNC(C1)=O